O(C1=CC=CC=C1)C1=CC2=C(NC(=N2)NC2=CNC=3C2=NC(=CC3)C=C)C=C1 5-phenoxy-N-(5-vinyl-1H-pyrrolo[3,2-b]pyridin-3-yl)-1H-benzo[d]imidazol-2-amine